ClC1=C(SC=C1)C(C1=CNC2=C1C1=C(NC([C@](N1)(C)COC)=O)C=N2)O (2S)-9-((3-chlorothiophen-2-yl)(hydroxy)methyl)-2-(methoxymethyl)-2-methyl-1,2,4,7-Tetrahydro-3H-pyrrolo[3',2':5,6]pyrido[3,4-b]pyrazin-3-one